C(C1=CC=CC=C1)N1C([C@@](NCC1)(C)CC)=O (R)-1-benzyl-3-ethyl-3-methylpiperazin-2-one